IC1=CC(=NN1C1=NC=CC=N1)OC 2-(5-iodo-3-methoxypyrazol-1-yl)pyrimidine